NC1=CC=C(CN2N=CC(=C2)NC2=NC=C(C(=N2)C2=CNC3=NC=CC=C32)Cl)C=C1 N-(1-(4-aminobenzyl)-1H-pyrazol-4-yl)-5-chloro-4-(1H-pyrrolo[2,3-b]pyridin-3-yl)pyrimidin-2-amine